5'-methoxy-2'-oxospiro[cyclopropane-1,3'-indole]-1'-formic acid COC=1C=C2C3(C(N(C2=CC1)C(=O)O)=O)CC3